racemic-2-[1-[1-(2,6-dioxo-3-piperidyl)indolin-4-yl]-4-hydroxy-4-piperidyl]acetic acid tert-butyl ester C(C)(C)(C)OC(CC1(CCN(CC1)C1=C2CCN(C2=CC=C1)[C@H]1C(NC(CC1)=O)=O)O)=O |r|